tert-butyl 4-((8-isopropyl-2-(methylsulfonyl)pyrazolo[1,5-a][1,3,5]triazin-4-yl)amino)piperidine-1-carboxylate C(C)(C)C=1C=NN2C1N=C(N=C2NC2CCN(CC2)C(=O)OC(C)(C)C)S(=O)(=O)C